C(C1=CC=CC=C1)N1C(=NC2=NC=C(C=C21)C=2C(=NOC2C)C)NCC2=CC=C(C=C2)OC 1-benzyl-6-(3,5-dimethylisoxazol-4-yl)-N-(4-methoxybenzyl)-1H-imidazo[4,5-b]pyridin-2-amine